C(CCCCCCC)C(CCCCCCCC)N1C2=C(C3=C1C=C(S3)C=O)SC=C2 N-(1-octylnonyl)dithieno[3,2-b:2',3'-d]Pyrrole-2-carbaldehyde